COC(CC1(CC2(OCC(C=3N(C=4C=CC=C(C4C32)OCC3=CC=CC=C3)C3=CC(=C(C=C3)F)C)(C)C)C1)C)=O methyl-2-(9'-(benzyloxy)-5'-(4-fluoro-3-methylphenyl)-3,4',4'-trimethyl-4',5'-dihydro-3'H-spiro[cyclobutane-1,1'-pyrano[4,3-b]indol]-3-yl)acetate